ClC=1C=C(OC[C@@H](/C=C/[C@H]2[C@@H](C[C@@H]3OC[C@H](CC[C@@H]32)CC(=O)OC(C)C)O)O)C=CC1 2-Propanyl {(3R,5aR,6R,7R,8aS)-6-[(1E,3R)-4-(3-chlorophenoxy)-3-hydroxy-1-buten-1-yl]-7-hydroxyoctahydro-2H-cyclopenta[b]oxepin-3-yl}acetate